2-n-propyl-1-heptanol CCCCCC(CCC)CO